O=C1NC(CCC1N1C(C2=CC=CC(=C2C1=O)NCC(=O)NCCOCCN1C[C@H](CC1)NC(OC(C)(C)C)=O)=O)=O tert-butyl ((3S)-1-(2-(2-(2-((2-(2,6-dioxopiperidin-3-yl)-1,3-dioxoisoindolin-4-yl) amino)acetamido)ethoxy)ethyl)pyrrolidin-3-yl)carbamate